Methyl-2-O-p-methoxybenzyl-3,4-di-O-benzyl-6-levulinyl-beta-D-galactopyranose C[C@]1(O)[C@H](OCC2=CC=C(C=C2)OC)[C@@H](OCC2=CC=CC=C2)[C@@H](OCC2=CC=CC=C2)[C@H](O1)C(O)C(CCC(=O)C)=O